FC1(CCC(CC1)C1=NC=CC(=C1NC(=O)C1=CC=NO1)C1=C(C=CC(=C1)F)F)F N-(2-(4,4-difluorocyclohexyl)-4-(2,5-difluorophenyl)pyridin-3-yl)isoxazole-5-carboxamide